tert-butyl-(3,5-difluorophenoxy)dimethylsilane C(C)(C)(C)[Si](C)(C)OC1=CC(=CC(=C1)F)F